benzyl 6-bromo-4-chloropyridine-3-carboxylate BrC1=CC(=C(C=N1)C(=O)OCC1=CC=CC=C1)Cl